C(C)(C)(C)OC(=O)N1CC2=NNC(=C2C1)I 3-iodo-4,6-dihydropyrrolo[3,4-c]pyrazole-5(2H)-carboxylic acid tert-butyl ester